[C@H]1([C@H](O)[C@@H](O)[C@H](O)[C@H](O1)CO)O[C@H]1[C@H](O)O[C@@H]([C@H]([C@@H]1O)O)CO 2-O-alpha-D-Glucopyranosyl-β-D-glucopyranose